C(CC)(=O)OC methyl propionat